(R)-3-(((1-(naphthalen-1-yl)ethyl)amino)methyl)aniline C1(=CC=CC2=CC=CC=C12)[C@@H](C)NCC=1C=C(N)C=CC1